C1(=CC=CC=C1)S(=O)(=O)OC=1C=C(C=CC1)NC(NC1=CC(=CC=C1)OS(=O)(=O)C1=CC=CC=C1)=O bis-[3-(phenylsulfonyloxy)phenyl]urea